2,3,6-trifluoro-5-(3-(methyl((1-phenethyl-1H-pyrazol-5-yl)methyl)amino)-1,2,4-oxadiazol-5-yl)phenol FC1=C(C(=C(C=C1F)C1=NC(=NO1)N(CC1=CC=NN1CCC1=CC=CC=C1)C)F)O